2-((S)-1-acryloyl-4-(7-(8-chloronaphthalen-1-yl)-2-(((S)-1-methylpyrrolidin-2-yl)methoxy)-5,6-dihydroquinazolin-4-yl)piperazin-2-yl)acetonitrile formate C(=O)O.C(C=C)(=O)N1[C@H](CN(CC1)C1=NC(=NC=2C=C(CCC12)C1=CC=CC2=CC=CC(=C12)Cl)OC[C@H]1N(CCC1)C)CC#N